C(CCCCCCCCCCCCCCCCC)(=O)OCCCCCCCC Octyl octadecanoate